N-{4-[5-cyclopropyl-3-(trifluoromethyl)-1H-pyrazol-1-yl]phenyl}propanamide C1(CC1)C1=CC(=NN1C1=CC=C(C=C1)NC(CC)=O)C(F)(F)F